C(#N)C=1C(=NC=2CN(CCC2C1C1=C(C=CC=C1)F)/C(/SC)=N/C)N1CC2(CN(C2)C(=O)OC(C)(C)C)CC1 tert-butyl (Z)-6-(3-cyano-4-(2-fluorophenyl)-7-((methylimino)(methylthio)methyl)-5,6,7,8-tetrahydro-1,7-naphthyridin-2-yl)-2,6-diazaspiro[3.4]octane-2-carboxylate